4-(6-(5-amino-3-methoxypyridin-2-yl)-7-ethyl-4-((4-methoxybenzyl)amino)-5H-pyrrolo[3,2-d]pyrimidin-5-yl)-2-fluorophenol NC=1C=C(C(=NC1)C1=C(C=2N=CN=C(C2N1C1=CC(=C(C=C1)O)F)NCC1=CC=C(C=C1)OC)CC)OC